Tert-butyl 7-{4-[7'-(2-methylcyclopentyl)-6'-oxospiro[cyclopropane-1,5'-pyrrolo[2,3-d]pyrimidin]-2'-ylamino]piperidin-1-ylsulfonyl}-2,7-diazaspiro[4.4]nonane-2-carboxylate CC1C(CCC1)N1C(C2(C3=C1N=C(N=C3)NC3CCN(CC3)S(=O)(=O)N3CC1(CCN(C1)C(=O)OC(C)(C)C)CC3)CC2)=O